(7S)-4,7,8-trimethyl-2-((trans-3-((4-(trifluoromethyl)phenyl)thio)-cyclobutyl)amino)-7,8-dihydropteridin-6(5H)-one CC1=NC(=NC=2N([C@H](C(NC12)=O)C)C)N[C@@H]1C[C@H](C1)SC1=CC=C(C=C1)C(F)(F)F